ClC=1C=CC=2N(C1)C(=CN2)C2=NC=CC(=N2)N2CC(CCC2)C2(NC(OC2)=O)C 4-{1-[2-(6-chloro-imidazo[1,2-a]pyridin-3-yl)-pyrimidin-4-yl]-piperidin-3-yl}-4-methyl-oxazolidin-2-one